[2H]C(N\1CC(OCCCC/C=C/CCCCC(N/C1=N/C(OC(C)(C)C)=O)=O)=O)([2H])[2H] (Z)-tert-butyl ((E)-4-trideuteriomethyl-2,7-dioxo-1-oxa-4,6-diazacycloheptadec-12-en-5-ylidene)carbamate